1,4-dichloro-6,7-dihydro-5H-cyclopenta[d]pyridazin-5-one ClC1=NN=C(C2=C1CCC2=O)Cl